C(\C=C\C(=O)O)(=O)O.COC1=C(C=CC=C1C1=NN(C=N1)C([2H])([2H])[2H])NC1=CC(=NC=C1C(CC([2H])([2H])[2H])=O)NC(=O)C1CC1 N-(4-((2-methoxy-3-(1-(methyl-d3)-1H-1,2,4-triazol-3-yl)phenyl)amino)-5-(propanoyl-3,3,3-d3)pyridin-2-yl)cyclopropanecarboxamide, fumaric acid salt